zirconium (IV) phenylacetate C1(=CC=CC=C1)CC(=O)[O-].[Zr+4].C1(=CC=CC=C1)CC(=O)[O-].C1(=CC=CC=C1)CC(=O)[O-].C1(=CC=CC=C1)CC(=O)[O-]